COC=1N=C2C(=CC=NC2=CC1OC)OC1=C(C=C(C=C1)NC(=O)C=1C(N(C(NC1)=O)C1=CC=C(C=C1)F)=O)F N-[4-[(6,7-Dimethoxy-1,5-naphthyridin-4-yl)oxy]-3-fluorophenyl]-3-(4-fluorophenyl)-2,4-dioxo-1H-pyrimidine-5-carboxamide